(R)-1-(1-(4-Chlorophenyl)ethyl)-3-(4-methyl-3-(pyridin-4-yl)-1H-pyrazol-5-yl)urea ClC1=CC=C(C=C1)[C@@H](C)NC(=O)NC1=C(C(=NN1)C1=CC=NC=C1)C